2'-amino-uridine N[C@@]1([C@@H](O[C@@H]([C@H]1O)CO)N1C(=O)NC(=O)C=C1)O